BrC1=CC=C(OC2N(CCC2)C)C=C1 (4-bromophenoxy)-1-methyl-pyrrolidine